CC(C(=O)O)(CCCCCC)C 2,2-dimethyl-octanoic acid